7-Fluoro-2-(4-(methylsulfonyl)phenyl)-6-(1'-(oxetan-3-yl)-[1,4'-bipiperidin]-4-yl)-1H-benzo[d]imidazol FC1=C(C=CC2=C1NC(=N2)C2=CC=C(C=C2)S(=O)(=O)C)C2CCN(CC2)C2CCN(CC2)C2COC2